(trifluoromethylsulfonyloxyimino)phenylacetonitrile FC(S(=O)(=O)ON=C(C#N)C1=CC=CC=C1)(F)F